COC(C1=C(C(=C(C=C1)S(=O)(=O)C)C)C)=O 2,3-dimethyl-4-methylsulfonyl-benzoic acid methyl ester